N-(1-(3-Fluorophenethyl)piperidin-4-yl)-N-phenylfuran-2-carboxamide HCl Cl.FC=1C=C(CCN2CCC(CC2)N(C(=O)C=2OC=CC2)C2=CC=CC=C2)C=CC1